C(C)OC1=C(C(=O)NC(C)C2=CC(=CC=C2)C=2SC=CN2)C=C(C=N1)[N+](=O)[O-] 2-ethoxy-5-nitro-N-(1-(3-(thiazol-2-yl)phenyl)ethyl)nicotinamide